C(CCC)C(=O)CCCC butanyl ketone